8-((4-chlorophenyl)thio)-6-ethyl-2,4-dimethylpyrimido[4,5-c]Isochinolin-1,3,7,10(2H,4H)-Tetraon ClC1=CC=C(C=C1)SC1=CC(C=2C3=C(N=C(C2C1=O)CC)N(C(N(C3=O)C)=O)C)=O